FC1=CC=C(COC2=C(C3=CC=CC=C3C=C2)CNC2CCC(CC2)C)C=C1 (1R,4R)-N-((2-(4-fluorobenzyloxy)naphthalen-1-yl)methyl)-4-methyl-1-cyclohexylamine